hydroxy-5'-(trifluoromethyl)-[1,1'-biphenyl]-4-carboxylic acid OC1=C(C=CC(=C1)C(=O)O)C1=CC=CC(=C1)C(F)(F)F